nonyl (3-(4-(undecane-6-yl)-1,4-diazepan-1-yl)propyl) hydrogen phosphate P(=O)(OCCCCCCCCC)(OCCCN1CCN(CCC1)C(CCCCC)CCCCC)O